FC(C(=O)O)(F)F.C1(CC1)[C@H](C)N1C(C2=C(C=C(C=C2C1)C1=CC(=NC=C1)C=1NC(=C(N1)C)C(=O)NC1COCC1)S(=O)(=O)C)=O 2-(4-(2-((S)-1-Cyclopropylethyl)-7-(methylsulfonyl)-1-oxoisoindolin-5-yl)pyridin-2-yl)-4-methyl-N-(tetrahydrofuran-3-yl)-1H-imidazole-5-carboxamide, trifluoroacetate salt